C(C=C)=C1C2CC3(CC(CC1C3)(C2)C(=O)O)C2=CC=CC=C2 6-allylidene-3-phenyladamantane-1-carboxylic acid